2-(8-(benzofuran-7-yl)dibenzo[b,d]furan-3-yl-1,2,4,6,7,9-d6)-4,4,5,5-tetramethyl-1,3,2-dioxaborolane O1C=CC2=C1C(=CC=C2)C2=C(C(=C1C(C=3C(O1)=C(C(=C(C3[2H])[2H])B3OC(C(O3)(C)C)(C)C)[2H])=C2[2H])[2H])[2H]